N-(2-Fluoro-3-(5-(2-(((1r,4r)-4-(methylsulfonyl)cyclohexyl)-amino)pyrimidin-4-yl)-2-(3-(trifluoromethyl)bicyclo[1.1.1]pentan-1-yl)thiazol-4-yl)phenyl)-indoline-1-sulfonamide FC1=C(C=CC=C1C=1N=C(SC1C1=NC(=NC=C1)NC1CCC(CC1)S(=O)(=O)C)C12CC(C1)(C2)C(F)(F)F)NS(=O)(=O)N2CCC1=CC=CC=C21